FC1=C2C=C(C=C(C2=C(C(=C1F)F)C#C[Si](C(C)C)(C(C)C)C(C)C)O)O 5,6,7-Trifluoro-8-((triisopropylsilyl)ethynyl)naphthalene-1,3-diol